2-[4-[(2-hydroxy-3-(tridecyl)oxypropyl)oxy]-2-hydroxyphenyl]-4,6-bis(2,4-dimethylphenyl)-1,3,5-triazine OC(COC1=CC(=C(C=C1)C1=NC(=NC(=N1)C1=C(C=C(C=C1)C)C)C1=C(C=C(C=C1)C)C)O)COCCCCCCCCCCCCC